1-(3-((6-((5-methylthiazol-2-yl)amino)-1-((tetrahydro-2H-pyran-4-yl)methyl)-1H-pyrrolo[3,2-c]pyridin-4-yl)oxy)pyrrolidin-1-yl)prop-2-en-1-one CC1=CN=C(S1)NC1=CC2=C(C(=N1)OC1CN(CC1)C(C=C)=O)C=CN2CC2CCOCC2